ClC1=C(C(=CC=C1Cl)OC)C1=CC=2N(C=C1)C(=C(N2)CO)C (7-(2,3-dichloro-6-methoxyphenyl)-3-methylimidazo[1,2-a]pyridin-2-yl)methanol